COC1=C(C=CC=C1)CC(=O)NC1=CC=C(C=C1)C1=NNC(=C1C(=O)N)NC1=NC=CN=C1 3-(4-(2-(2-methoxyphenyl)acetamido)phenyl)-5-(pyrazin-2-ylamino)-1H-pyrazole-4-carboxamide